decahydro-1,4-ethano-5,8-methanonaphthalene-2,3,6,7-tetracarboxylic acid C12C(C(C(C3C4C(C(C(C13)C4)C(=O)O)C(=O)O)CC2)C(=O)O)C(=O)O